2-(9-chlorodibenzofuran-2-yl)-4,6-diphenyl-1,3,5-triazine ClC1=CC=CC2=C1C1=C(O2)C=CC(=C1)C1=NC(=NC(=N1)C1=CC=CC=C1)C1=CC=CC=C1